N-(cis-4-methoxycyclohexyl)-5-(pyrazolo[1,5-a]pyrimidin-5-yl)-7H-pyrrolo[2,3-d]pyrimidin-2-amine CO[C@H]1CC[C@H](CC1)NC=1N=CC2=C(N1)NC=C2C2=NC=1N(C=C2)N=CC1